2,2'-methylenebis(4-methyl-6-tertiary butylphenol) C(C1=C(C(=CC(=C1)C)C(C)(C)C)O)C1=C(C(=CC(=C1)C)C(C)(C)C)O